BrC1=CN=C2C(CCN(C2=C1C)C(=O)OC(C)(C)C)=O tert-butyl 7-bromo-8-methyl-4-oxo-1,2,3,4-tetrahydro-1,5-naphthyridine-1-carboxylate